OCC=1C=CC=2C=3C=CC(=C4C(=CC=C(C5=CC=C(C1C52)CO)C43)CO)CO 3,4,9,10-tetrakis(hydroxymethyl)perylene